N-((2-(6-((cis)-2,6-dimethylmorpholino)pyridin-2-yl)-1,6-naphthyridin-7-yl)methyl)thiochromane-7-carboxamide 1,1-dioxide C[C@@H]1O[C@@H](CN(C1)C1=CC=CC(=N1)C1=NC2=CC(=NC=C2C=C1)CNC(=O)C1=CC=C2CCCS(C2=C1)(=O)=O)C